ClC1=C(C(=O)NC=2C(=C(C(=CC2)F)NC(=O)C=2OC=CC2)F)C=C(C=C1)NC(=O)[C@@H]1C([C@H]1C1=CC(=C(C(=C1)Cl)Cl)Cl)(Cl)Cl N-(3-(2-chloro-5-((1R,3R)-2,2-dichloro-3-(3,4,5-trichlorophenyl)cyclopropane-1-carboxamido)benzoylamino)-2,6-difluorophenyl)furan-2-carboxamide